SCCC(=O)O beta-sulfhydryl-propionic acid